NC1=C2C(=NC=N1)N(N=C2C2=CC=C(C=C2)OC2=CC=CC=C2)C2CCN(CC2)C2CN(CC2)C2CN(C2)C2CCN(CC2)C(=O)O.CN2C1=CC=CC=C1C1CCCC(C21)=O N-methyl-1-oxo-tetrahydrocarbazole 4-[3-[3-[4-[4-amino-3-(4-phenoxyphenyl)pyrazolo[3,4-d]pyrimidin-1-yl]-1-piperidyl]pyrrolidin-1-yl]azetidin-1-yl]piperidine-1-carboxylate